N[C@@H](CC(C(F)(F)F)(C)C)C=1N=C2N(N=CC(=C2)[C@@H](COC2CC2)N2C(N[C@@H](C2)C(F)(F)F)=O)C1 (S)-1-((S)-1-(2-((S)-1-amino-4,4,4-trifluoro-3,3-dimethylbutyl)imidazo[1,2-b]pyridazin-7-yl)-2-cyclopropoxyethyl)-4-(trifluoromethyl)imidazolidin-2-one